NC1=NC=CC=C1C1=NC=2C(=NC(=CC2)C2=CC=CC=C2)N1C=1C=CC(=NC1)N1CC2(C1)CC(C2)C(=O)OC methyl 2-[5-[2-(2-amino-3-pyridyl)-5-phenyl-imidazo[4,5-b]pyridin-3-yl]-2-pyridyl]-2-azaspiro[3.3]heptane-6-carboxylate